COC(=O)C=1C=C2C=CC=NC2=C(C1)N methyl-8-aminoquinoline-6-carboxylate